[Na].N1(C)C(=O)NC=2N=CN(C)C2C1=O paraxanthine sodium salt